ONC(=O)C1=CC=C(CC2=NOC(=N2)[C@H](CC=2N=CSC2)NC(C2=CC(=C(C=C2)OC)OC)=O)C=C1 (S)-N-(1-(3-(4-(hydroxycarbamoyl)benzyl)-1,2,4-oxadiazol-5-yl)-2-(thiazol-4-yl)ethyl)-3,4-dimethoxybenzamide